o-Caffeoyltyrosine C(\C=C\C1=CC(O)=C(O)C=C1)(=O)C1=C(C[C@H](N)C(=O)O)C=CC(=C1)O